FC=1C=C(C=CC1)NC(=O)NC1=CC(=CC=C1)C(=O)C=1C=C2N=C(C=NC2=CC1)N1CCOCC1 1-(3-fluorophenyl)-3-(3-(3-morpholinoquinoxaline-6-carbonyl)phenyl)urea